C1(CCCCCC1)(C=1OC[C@H](N1)C1=CC=CC=C1)C=1OC[C@H](N1)C1=CC=CC=C1 (4R,4'R)-2,2'-(cycloheptane-1,1-diyl)bis(4-phenyl-4,5-dihydrooxazole)